CC(C)(C)OC(=O)N[C@H](CC(=O)OCC1=CC=CC=C1)C1=CC=C(C=C1)C(F)(F)F Benzyl (3R)-3-[(2-methylpropan-2-yl)oxycarbonylamino]-3-[4-(trifluoromethyl)phenyl]-propanoate